C[N+](CCCCCCCCCCCCCCC[N+](CCC)(C)C)(CCC)C pentadecamethylenebis(dimethylpropylammonium)